N-{4-[2-(2-chloro-4-fluorophenyl)acetamido]pyridin-2-yl}-N-(3-fluoro-5-methoxyphenyl)acetamide ClC1=C(C=CC(=C1)F)CC(=O)NC1=CC(=NC=C1)N(C(C)=O)C1=CC(=CC(=C1)OC)F